COC1=C(C(=CC=C1)OC)S(=O)(=O)NC1=NOC2=C1C(=CC(=C2)C2=NC=CC(=C2)N2CCN(CC2)C#CC)OC 2,6-dimethoxy-N-(4-methoxy-6-(4-(4-propynylpiperazin-1-yl)pyridin-2-yl)benzo[d]isoxazol-3-yl)benzenesulfonamide